N,N'-bis-(2,2,6,6-tetramethyl-4-piperidyl)isophthalamide CC1(NC(CC(C1)NC(C1=CC(C(=O)NC2CC(NC(C2)(C)C)(C)C)=CC=C1)=O)(C)C)C